(6aR)-8-acryloyl-4-chloro-3-(2-fluoro-6-hydroxyphenyl)-1-(((S)-1-phenylethyl)amino)-6,6a,7,8,9,10-hexahydro-12H-pyrazino[2,1-c]pyrido[3,4-f][1,4]oxazepin-12-one C(C=C)(=O)N1C[C@@H]2COC3=C(C(N2CC1)=O)C(=NC(=C3Cl)C3=C(C=CC=C3O)F)N[C@@H](C)C3=CC=CC=C3